FC(C1=NC(=CC(=N1)NC1=CC(=C(C=N1)C=1C=NN(C1)CC(C)=O)OC)NCC1=C(C=C(C=C1)OC)OC)F 1-(4-(6-((2-(difluoromethyl)-6-((2,4-dimethoxybenzyl)amino)pyrimidin-4-yl)amino)-4-methoxypyridin-3-yl)-1H-pyrazol-1-yl)propan-2-one